C(C)(C)(C)OC(=O)N1S(OC[C@H]1C)(=O)=O (R)-4-methyl-2,2-dioxo-1,2,3-oxathiazolidine-3-carboxylic acid tert-butyl ester